FC1(CCN(CC1)C1=CC=C(C=N1)S(=O)(=O)N1CCC(CC1)N(CC1CCOCC1)C)F 1-((6-(4,4-Difluoropiperidin-1-yl)pyridin-3-yl)sulfonyl)-N-methyl-N-((tetrahydro-2H-pyran-4-yl)methyl)piperidin-4-amine